C(=O)(OC(C)(C)C)NCCN1CCNCC1 1-(N-Boc-aminoethyl)piperazine